octadecanyl fluorononylsulfonate FCCCCCCCCCS(=O)(=O)OCCCCCCCCCCCCCCCCCC